5,6,7,8-tetrahydro-[1,2,4]triazolo[1,5-a]pyridine-6-carboxylic acid N=1C=NN2C1CCC(C2)C(=O)O